N1CC(C1)N1CCC(CC1)C1=NN(C2=CC=C(C=C12)C=1SC2=C(N1)C=C(C(=C2C2=CC=C(C=C2)Cl)[C@@H](C(=O)OCC)OC(C)(C)C)C)C(F)F ethyl (S)-2-(2-(3-(1-(azetidin-3-yl)piperidin-4-yl)-1-(difluoromethyl)-1H-indazol-5-yl)-7-(4-chlorophenyl)-5-methylbenzo[d]thiazol-6-yl)-2-(tert-butoxy)acetate